tert-Butyl (2-{4-[6-(trifluoromethoxy)pyridin-2-yl]piperidin-1-yl}ethyl)carbamate FC(OC1=CC=CC(=N1)C1CCN(CC1)CCNC(OC(C)(C)C)=O)(F)F